methyl-dodecyldichlorosilane C[Si](Cl)(Cl)CCCCCCCCCCCC